tert-Butyl 4-(4-(3-bromopyridin-4-yl)-5-(4-fluorophenyl)-1H-pyrrol-2-yl)piperidine-1-carboxylate BrC=1C=NC=CC1C=1C=C(NC1C1=CC=C(C=C1)F)C1CCN(CC1)C(=O)OC(C)(C)C